(R)-7-fluoro-8-(6-((2-(3-fluoropyrrolidin-1-yl)ethoxy)methyl)pyridin-3-yl)-1-isopropyl-3-methyl-1H-imidazo[4,5-c]cinnolin-2(3H)-one FC=1C(=CC=2C3=C(N=NC2C1)N(C(N3C(C)C)=O)C)C=3C=NC(=CC3)COCCN3C[C@@H](CC3)F